S(C1=CC(=C(C=C1C)O)C(C)(C)C)C1=CC(=C(C=C1C)O)C(C)(C)C 4,4'-thiobis(2-tertiary butyl-5-methylphenol)